[P+3].[In+3] Indium (Iii) phosphorus